O=C1OC[C@@H]2N1C[C@@H]1CC[C@H]2N1C(=O)OCC1=CC=CC=C1 benzyl (6S,9R,9aR)-3-oxohexahydro-1H,3H-6,9-epiminooxazolo[3,4-a]azepine-10-carboxylate